2-((1-(2-(2,7-dimethyl-2H-indazol-5-yl)-6-methyl-4-oxo-4H-chromen-8-yl)ethyl)amino)benzoic acid CN1N=C2C(=CC(=CC2=C1)C=1OC2=C(C=C(C=C2C(C1)=O)C)C(C)NC1=C(C(=O)O)C=CC=C1)C